(R)-2-(4-(cyclopropylmethyl)-2-methoxyphenyl)-2-((R)-3-((5-(5,6,7,8-tetrahydro-1,8-naphthyridin-2-yl)pentyl)oxy)pyrrolidin-1-yl)acetic acid C1(CC1)CC1=CC(=C(C=C1)[C@H](C(=O)O)N1C[C@@H](CC1)OCCCCCC1=NC=2NCCCC2C=C1)OC